C(C=C)(=O)C1=NN=NN1 acryloyltetrazole